C(C1=CC=CC=C1)C1=C(SC2=C1CN([C@H](C=1N2C(=NN1)C)C)CC(=O)OCC)C ethyl (S)-2-(3-benzyl-2,6,9-trimethyl-4H-thieno[3,2-f][1,2,4]triazolo[4,3-a][1,4]diazepin-5(6H)-yl)acetate